4-chloro-7-methoxy-6-(methylthio)pyrido[3,2-d]pyrimidine ClC=1C2=C(N=CN1)C=C(C(=N2)SC)OC